C(C=C)N1CN(C=C1)CC 1-allyl-3-ethylimidazol